N-(2-cyclopropyl-2,2-difluoroethyl)-5-(8-fluoro-2-methylimidazo[1,2-a]pyridin-6-yl)-7H-pyrrolo[2,3-d]pyrimidin-2-amine C1(CC1)C(CNC=1N=CC2=C(N1)NC=C2C=2C=C(C=1N(C2)C=C(N1)C)F)(F)F